tert-butyl (S)-(2-((tert-butyldimethylsilyl)oxy)propyl)((2-chloro-3-fluoropyridin-4-yl)methyl)carbamate [Si](C)(C)(C(C)(C)C)O[C@H](CN(C(OC(C)(C)C)=O)CC1=C(C(=NC=C1)Cl)F)C